C(\C=C\C1=CC(O)=C(O)C=C1)(=O)NCCCCN N-caffeoylputrescine